CC1=C(C(=CC=C1)C)C1=NC(=NC(=C1)OC[C@@H](CC(C)(C)C)NCC1OCC(CC1)(C)C)NS(=O)(=O)C=1C=C(C(=O)O)C=CC1 3-[[4-(2,6-dimethylphenyl)-6-[(2R)-2-[(5,5-dimethyltetrahydropyran-2-yl)methylamino]-4,4-dimethyl-pentoxy]pyrimidin-2-yl]sulfamoyl]benzoic acid